3-(4-(1-methoxy-2-methyl-1-oxoprop-2-yl)phenyl)-2,2-dimethylpropionic acid tert-butyl ester C(C)(C)(C)OC(C(CC1=CC=C(C=C1)C(C(=O)OC)(C)C)(C)C)=O